ClC=1C(=CC(=NC1)N1[C@H]([C@H](C1)N(C)C)C)OC1=C(C=C(C=C1)N1N=CN(C1=O)CC1=C(C=CC=C1F)F)F 2-(4-((5-chloro-2-((2S,3S)-3-(dimethylamino)-2-methylazetidin-1-yl)pyridin-4-yl)oxy)-3-fluorophenyl)-4-(2,6-difluorobenzyl)-2,4-dihydro-3H-1,2,4-triazol-3-one